3-(3-amino-2-fluorobenzyl)-4-methyl-2-oxo-3,4-dihydro-2H-benzo[e][1,3]oxazin-7-yl dimethylcarbamate CN(C(OC1=CC2=C(C(N(C(O2)=O)CC2=C(C(=CC=C2)N)F)C)C=C1)=O)C